5-(2-(tert-butoxy)-2-oxoethyl)-[1,2,4]triazolo[1,5-a]pyridin-8-yl 4-amino-2-(3-(2-((3-(trimethylsilyl)prop-2-yn-1-yl)oxy)ethoxy)prop-1-yn-1-yl)benzoate NC1=CC(=C(C(=O)OC=2C=3N(C(=CC2)CC(=O)OC(C)(C)C)N=CN3)C=C1)C#CCOCCOCC#C[Si](C)(C)C